FC=1C=C(C=CC1F)NC(=O)C=1N(C=C2C1OC[C@@H]1[C@H](NS2(=O)=O)CN(C1)C(=O)OCC)C (3aS,10aS)-Ethyl 8-((3,4-difluorophenyl)carbamoyl)-7-methyl-3a,4,10,10a-tetrahydro-1H,7H-dipyrrolo[3,4-b:3',4'-f][1,4,5]oxathiazocin-2(3H)-carboxylat-5,5-dioxid